C(C)(C)(C)N1C=C(C=2C1=NC(=CC2)C(=O)N2C(C(N(CC2)CC(=O)OC)=O)(C)C)C2=CC(=C(C=C2)Cl)F methyl 2-(4-(1-(tert-butyl)-3-(4-chloro-3-fluorophenyl)-1H-pyrrolo[2,3-b]pyridine-6-carbonyl)-3,3-dimethyl-2-oxopiperazin-1-yl)acetate